BrC=1C(=NC(=NC1I)N1CCOCC1)NC=1C=NC=CC1 5-bromo-6-iodo-2-morpholino-N-(pyridin-3-yl)pyrimidin-4-amine